N-(1-Cyanocyclopropyl)-9-(5-(difluoromethyl)-1,3,4-thiadiazol-2-yl)-4-(4-picolinoylpiperazin-1-yl)-9H-pyrimido[4,5-b]indole-7-sulfonamide C(#N)C1(CC1)NS(=O)(=O)C1=CC=C2C3=C(N(C2=C1)C=1SC(=NN1)C(F)F)N=CN=C3N3C(CNCC3)C(C3=CC=NC=C3)=O